ethyl(2,4,6-trimethylbenzoyl)-phenyl-phosphine oxide C(C)P(C1=CC=CC=C1)(C(C1=C(C=C(C=C1C)C)C)=O)=O